(3,4-difluoro-2-methoxy-phenyl)boronic acid FC=1C(=C(C=CC1F)B(O)O)OC